BrCC1=C(C(=C(CO[Si](C)(C)C(C)(C)C)C(=C1F)F)F)F (4-bromomethyl-2,3,5,6-tetrafluorobenzyloxy)t-butyldimethylsilane